C(CCCCCCCCCCCCCCCCC)(=O)OOC(CCCCCCCCCCCCCCCCC)=O distearoyl peroxide